BrC1=CC=C(C=C1)C1C(C(CC(C1)OCC)CO)C(=O)O.[C].[Zr].[Ta] tantalum-zirconium carbon 2-(4-bromophenyl)-4-ethoxy-6-(hydroxymethyl)cyclohexane-1-carboxylic acid